1-(5-(4-((4-([1,2,4]triazolo[1,5-a]pyridin-7-yloxy)-3-methylphenyl)amino)thieno[2,3-d]pyrimidin-6-yl)-3,4-dihydropyridin-1(2H)-yl)prop-2-en-1-one N=1C=NN2C1C=C(C=C2)OC2=C(C=C(C=C2)NC=2C1=C(N=CN2)SC(=C1)C=1CCCN(C1)C(C=C)=O)C